trans-phenylboronic acid C1(=CC=CC=C1)B(O)O